C(C)(C)(C)OC(=O)N(C(OC(C)(C)C)=O)C1=NC(=C(C(=N1)Cl)CC)C1=C(C=CC=C1C)C tert-Butyl N-tert-butoxycarbonyl-N-[4-chloro-6-(2,6-dimethylphenyl)-5-ethyl-pyrimidin-2-yl]carbamate